F[P-](F)(F)(F)(F)F.N1N=[N+](C2=NC=CC=C21)[O-] 1H-1,2,3-triazolo[4,5-b]Pyridine 3-oxide Hexafluorophosphate